2-amino-N-(4-methoxyphenyl)-4-oxo-1,4-dihydro-1,5-naphthyridine-3-carboxamide NC=1NC2=CC=CN=C2C(C1C(=O)NC1=CC=C(C=C1)OC)=O